C1C/C=C\C=C/C=C\C1 cyclononatriene